7'-((7H-pyrrolo[2,3-d]pyrimidin-4-yl)amino)-5'-chloro-8'-fluoro-1'-methyl-1'H-spiro[cyclobutane-1,2'-quinazoline]-4'(3'H)-one hydrochloride Cl.N1=CN=C(C2=C1NC=C2)NC2=CC(=C1C(NC3(N(C1=C2F)C)CCC3)=O)Cl